5-[3-(3,4-dimethoxyphenyl)-8-methoxy-1H-pyrazolo[4,3-c]quinolin-1-yl]-2,3-dihydro-1H-isoindole COC=1C=C(C=CC1OC)C1=NN(C2=C1C=NC=1C=CC(=CC21)OC)C=2C=C1CNCC1=CC2